CC1=C2C(C(=CN(C2=NC(=C1)N1CC(C1)C(NC1=NN(C(=C1)C)CCC)=O)C1=NC(=NS1)C=1C=NC=CC1)C(=O)O)=O 5-methyl-7-{3-[(5-methyl-1-propyl-1H-pyrazol-3-yl)carbamoyl]azetidin-1-yl}-4-oxo-1-[3-(pyridin-3-yl)-1,2,4-thiadiazol-5-yl]-1,4-dihydro-1,8-naphthyridine-3-carboxylic acid